9,9',9''-(6-(9H-carbazol-9-yl)-4-(dibenzo[b,d]thiophen-3-yl)pyridine-2,3,5-triyl)tris(3,6-diphenyl-9H-carbazole) C1=CC=CC=2C3=CC=CC=C3N(C12)C1=C(C(=C(C(=N1)N1C2=CC=C(C=C2C=2C=C(C=CC12)C1=CC=CC=C1)C1=CC=CC=C1)N1C2=CC=C(C=C2C=2C=C(C=CC12)C1=CC=CC=C1)C1=CC=CC=C1)C=1C=CC2=C(SC3=C2C=CC=C3)C1)N1C3=CC=C(C=C3C=3C=C(C=CC13)C1=CC=CC=C1)C1=CC=CC=C1